N-[3-[4-(7,7-difluoro-2-methylsulfanyl-5,6-dihydrocyclopenta[d]pyrimidin-4-yl)phenyl]thietan-3-yl]-2,2,2-trifluoro-acetamide FC1(CCC2=C1N=C(N=C2C2=CC=C(C=C2)C2(CSC2)NC(C(F)(F)F)=O)SC)F